(1R,5S)-3-(6-(1-(4-Amino-1H-pyrazol-1-yl)ethyl)-4-methylpyridazin-3-yl)-3-azabicyclo[3.1.0]hexan-2-one NC=1C=NN(C1)C(C)C1=CC(=C(N=N1)N1C([C@@H]2C[C@@H]2C1)=O)C